C(C)(C)C(C(NCCCCNC=O)=O)NC(CCC(NCCOCCOCCC(=O)O)=O)=O 9-isopropyl-1,8,11,14-tetraoxo-18,21-dioxa-2,7,10,15-tetraazatetracosan-24-oic acid